N-(5-bromo-1-methyl-2-oxo-3-pyridinyl)-N-methyl-carbamic acid tert-butyl ester C(C)(C)(C)OC(N(C)C=1C(N(C=C(C1)Br)C)=O)=O